4-Amino-2-butoxy-7-(4-(piperazin-1-ylmethyl)benzyl)-7H-pyrrolo[2,3-d]pyrimidine-6-carbonitrile NC=1C2=C(N=C(N1)OCCCC)N(C(=C2)C#N)CC2=CC=C(C=C2)CN2CCNCC2